C12C3CCC(C3C1)C2 Tricyclo[3.2.1.02,6]octan